N-tert-butyl-1-(3,5-dichlorophenyl)-6-methoxy-N-methyl-7-(1-methylpyrazol-3-yl)-4H-indeno[1,2-c]pyrazole-3-carboxamide C(C)(C)(C)N(C(=O)C=1C2=C(N(N1)C1=CC(=CC(=C1)Cl)Cl)C1=CC(=C(C=C1C2)OC)C2=NN(C=C2)C)C